Cl.NCCCNC(C1=C(C=C(C=C1)NC=1C=2N(C=CN1)C(=CN2)C2=CC=C(C=C2)OC)C)=O N-(3-aminopropyl)-4-((3-(4-methoxy-phenyl)imidazo[1,2-a]pyrazin-8-yl)amino)-2-methylbenzamide hydrochloride